ClC=1C=C(C=CC1F)C(C=1NC=C(N1)SC1CN(C1)C(=O)OC(C)(C)C)C1=CC(=C(C=C1)F)Cl tert-butyl 3-({2-[bis(3-chloro-4-fluorophenyl) methyl]-1H-imidazol-4-yl}sulfanyl)azetidine-1-carboxylate